FC1=C(C=CC(=N1)COC=1C=C2CN(C(C2=CC1)=O)C1=NN(C(C=C1)=O)C)OC 5-[(6-Fluoro-5-methoxy-2-pyridyl)methoxy]-2-(1-methyl-6-oxo-pyridazin-3-yl)isoindolin-1-one